6-hydroxy-2-phenyl-1,2,3,4-tetrahydronaphthalen-1-yl-benzamide OC=1C=C2CCC(C(C2=CC1)C1=C(C(=O)N)C=CC=C1)C1=CC=CC=C1